NCCC1CN(CCC1)C=1C2=C(N=C(N1)OC[C@]13CCCN3C[C@@H](C1)F)C(=C(N=C2)C2=C(C(=CC(=C2)O)Cl)CCCCC(=O)O)F 5-(2-(4-(3-(2-aminoethyl)piperidin-1-yl)-8-fluoro-2-(((2R,7aS)-2-fluorotetrahydro-1H-pyrrolizin-7a(5H)-yl)methoxy)pyrido[4,3-d]pyrimidin-7-yl)-6-chloro-4-hydroxyphenyl)pentanoic acid